2-bromo-N-(4-morpholinyl-2-(piperidin-1-yl)phenyl)thiazole-4-carboxamide BrC=1SC=C(N1)C(=O)NC1=C(C=C(C=C1)N1CCOCC1)N1CCCCC1